tert-Butyl 4-(6-(2-((tert-butyldiphenylsilyl)oxy)-6-fluorophenyl)-7-chloro-4-cyclopentylphthalazin-1-yl)piperazine-1-carboxylate [Si](C1=CC=CC=C1)(C1=CC=CC=C1)(C(C)(C)C)OC1=C(C(=CC=C1)F)C=1C=C2C(=NN=C(C2=CC1Cl)N1CCN(CC1)C(=O)OC(C)(C)C)C1CCCC1